2-methylindeno[2,1-b]indol-6(5H)-one CC=1C=C2C3=C(NC2=CC1)C(C1=CC=CC=C13)=O